COC(=O)C1=CC(=NC(=C1)OC(F)F)Br 2-bromo-6-(difluoromethoxy)pyridine-4-carboxylic acid methyl ester